1-(3-(3-(cyclopentylethynyl)-1H-pyrazolo[3,4-b]pyridin-1-yl)azetidin-1-yl)-2-fluoroprop-2-en-1-one C1(CCCC1)C#CC1=NN(C2=NC=CC=C21)C2CN(C2)C(C(=C)F)=O